NCC1=CC=C(CN2C(NC3=C2C=C(C=C3)C)=O)C=C1 1-(4-(aminomethyl)benzyl)-6-methyl-1H-benzo[d]imidazol-2(3H)-one